4-(2-(2-(2-isopropylphenyl)-4-methylpiperazin-1-yl)-7-azaspiro[3.5]nonan-7-yl)benzamide C(C)(C)C1=C(C=CC=C1)C1N(CCN(C1)C)C1CC2(C1)CCN(CC2)C2=CC=C(C(=O)N)C=C2